3-(5-(2-(4-(((3r,5r,7r)-adamantan-1-yl)methyl)piperazin-1-yl)ethoxy)-2-methyl-4-Oxoquinazolin-3(4H)-yl)piperidine-2,6-dione C12(CC3CC(CC(C1)C3)C2)CN2CCN(CC2)CCOC2=C3C(N(C(=NC3=CC=C2)C)C2C(NC(CC2)=O)=O)=O